FC1(CC(C1)N1C=C(C=CC1=O)[C@H]1OCC[C@H](C1)C=1C=C(C=2N(N1)C(C(=C(N2)C)C)=O)C2CCC(CC2)(F)F)F 7-[(2S,4R)-2-[1-(3,3-difluorocyclobutyl)-6-keto-3-pyridyl]tetrahydropyran-4-yl]-9-(4,4-difluorocyclohexyl)-2,3-dimethyl-pyrimido[1,2-b]pyridazin-4-one